6-(Piperazin-1-yl)pyridinecarbonitrile N1(CCNCC1)C1=CC=CC(=N1)C#N